NNCCCCCCCCCCCCCCCC diazaoctadecane